C(C#C)C(C(=O)[O-])(C(=O)[O-])CC#C bis(propargyl)malonate